3-butyl-7-(ethylsulfanyl)-5-(4-fluorophenyl)-8-hydroxy-2-methyl-2,3,4,5-tetrahydro-1,2,5-benzothiadiazepine 1,1-dioxide C(CCC)C1N(S(C2=C(N(C1)C1=CC=C(C=C1)F)C=C(C(=C2)O)SCC)(=O)=O)C